di-n-butyl (2,6-dimethylcyclohexylmethylene)malonate CC1C(C(CCC1)C)C=C(C(=O)OCCCC)C(=O)OCCCC